(5-methyl-1-(pyridin-2-yl)-1H-pyrazol-4-yl)methanone CC1=C(C=NN1C1=NC=CC=C1)C=O